N1=CC(=CC=C1)NC(=O)C1=NC=NC(=C1)C1=CC(=CC=C1)F 6-(3-fluoro-phenyl)-pyrimidine-4-carboxylic acid pyridin-3-ylamide